C(C)OC(=O)C1=NN(C(=C1N)C)C1OCCCC1 4-amino-5-methyl-1-(tetrahydro-2H-pyran-2-yl)-1H-pyrazole-3-carboxylic acid ethyl ester